3-(quinoxalin-6-yl)-3-(5-(2-(5,6,7,8-tetrahydro-1,8-naphthyridin-2-yl)ethoxy)-1H-indazol-1-yl)propionic acid N1=CC=NC2=CC(=CC=C12)C(CC(=O)O)N1N=CC2=CC(=CC=C12)OCCC1=NC=2NCCCC2C=C1